tert-Butyl N-[6-benzyloxy-9-hydroxy-13-oxo-6,15-bis(trifluoromethyl)-19-oxa-3,4,18-triazatricyclo[12.3.1.12,5]nonadeca-1(17),2,4,14(18),15-pentaen-17-yl]carbamate C(C1=CC=CC=C1)OC1(C2=NN=C(C3=C(C=C(C(C(CCCC(CC1)O)=O)=N3)C(F)(F)F)NC(OC(C)(C)C)=O)O2)C(F)(F)F